C[Si](CCOCN1N=C(C=C1)C(=O)O)(C)C 1-((2-(trimethylsilyl)ethoxy)methyl)-1H-pyrazole-3-carboxylic acid